C(C)(C)(C)OC(=O)N1C[C@@H]([C@@H](CC1)OC=1C=C2C(=NC=NC2=CC1OC)C=1C(=NN(C1)C)C1=CC=CC=C1)F |r| rac-(3s,4r)-3-fluoro-4-((7-methoxy-4-(1-methyl-3-phenyl-1H-pyrazol-4-yl)quinazolin-6-yl)oxy)piperidine-1-carboxylic acid tert-butyl ester